C(C)OC(=O)C=1C=C(C2=C(N(C=N2)CC2OCC2)C1)F 4-fluoro-1-(oxetan-2-ylmethyl)-1H-benzo[d]Imidazole-6-carboxylic acid ethyl ester